N=1C=CN2N=C(C=CC21)C2=CNC=1N=C(N=CC12)NC1CCC(CC1)(O)C 4-((5-(imidazo[1,2-b]pyridazin-6-yl)-7H-pyrrolo[2,3-d]pyrimidin-2-yl)amino)-1-methylcyclohexan-1-ol